2-(3-Azabicyclo[3.1.0]hexane-3-yl)-N-(7-fluoro-2-formyl-indan-5-yl)acetamide C12CN(CC2C1)CC(=O)NC=1C=C2CC(CC2=C(C1)F)C=O